FC1=C2C=CN(C2=CC(=C1OC1=CC=C2CCN=C(C2=C1)N)F)S(=O)(=O)C1=CC=C(C)C=C1 7-((4,6-difluoro-1-tosyl-1H-indol-5-yl)oxy)-3,4-dihydroisoquinolin-1-amine